3-methyl-3H-imidazo[4,5-b]pyridine CN1C=NC=2C1=NC=CC2